CS(=O)(=O)CCNCCCCC1=NC=2NCCCC2C=C1 N-(2-(methylsulfonyl)ethyl)-4-(5,6,7,8-tetrahydro-1,8-naphthyridin-2-yl)butan-1-amine